N-(5-(4-((2S,5R)-2,5-dimethyl-4-((E)-4-oxo-pent-2-enoyl)piperazine-1-yl)quinazoline-6-yl)-2-methoxypyridine-3-yl)-2,4-difluorobenzenesulfonamide C[C@@H]1N(C[C@H](N(C1)C(\C=C\C(C)=O)=O)C)C1=NC=NC2=CC=C(C=C12)C=1C=C(C(=NC1)OC)NS(=O)(=O)C1=C(C=C(C=C1)F)F